C1CNCCC12CCC(CC2)C=O 3-azaspiro[5.5]undecane-9-formaldehyde